OC1CC(C1)N(C1=C2C(=NC=C1)N(N=C2CNC(C=C)=O)C2=CC=C(C=C2)OC(F)(F)F)C N-((4-((3-hydroxycyclobutyl)(methyl)amino)-1-(4-(trifluoromethoxy)phenyl)-1H-pyrazolo[3,4-b]pyridin-3-yl)methyl)acrylamide